1,3,5-tris(chloromethyl)-2,4,6-trimethylbenzene ClCC1=C(C(=C(C(=C1C)CCl)C)CCl)C